2-(chloromethyl)-1-hexyl-1H-benzimidazole ClCC1=NC2=C(N1CCCCCC)C=CC=C2